FC(C(C)NC=1N=CC2=C(N1)NC=C2)(F)F N-(1,1,1-trifluoropropan-2-yl)-7H-pyrrolo[2,3-d]pyrimidin-2-amine